N-(6-(2,6-difluoro-3-(4-methoxy-3-methylphenylsulfonamido)phenyl)quinazolin-2-yl)pivalamide FC1=C(C(=CC=C1NS(=O)(=O)C1=CC(=C(C=C1)OC)C)F)C=1C=C2C=NC(=NC2=CC1)NC(C(C)(C)C)=O